(7-bromo-3-isoquinolinyl)methanol BrC1=CC=C2C=C(N=CC2=C1)CO